CC1([C@H](C1)C(=O)N1CC2(C1)CN(C[C@H]2C(=O)OC)C(=O)C2=NC=CN=C2)C methyl (s)-2-((s)-2,2-dimethylcyclopropane-1-carbonyl)-6-(pyrazine-2-carbonyl)-2,6-diazaspiro[3.4]octane-8-carboxylate